ClC=1C=CC(=C(C(=O)N[C@H](C(C(=O)NC)=O)C[C@H]2C(N[C@@H](C2)C)=O)C1)NC(=O)C1C(C1)C(F)(F)F 5-chloro-N-[(1S)-3-(methylamino)-1-[[(3S,5R)-5-methyl-2-oxo-pyrrolidin-3-yl]methyl]-2,3-dioxo-propyl]-2-[[2-(trifluoromethyl)cyclopropanecarbonyl]amino]benzamide